ClC=1C=C(C(=C(C1)C1=C(C(=CC(=C1)Cl)C1NCCC2=C1SC(=N2)C(=O)N)C)C)C2NCCC1=C2SC(=N1)C(=O)N (5,5'-dichloro-2,2'-dimethyl-[1,1'-biphenyl]-3,3'-diyl)bis(4,5,6,7-tetrahydrothiazolo[5,4-c]pyridine-2-carboxamide)